4-(5-(5-(azidomethyl)-3-(m-tolyl)-1H-1,2,4-triazol-1-yl)-3-(2-methoxyethyl)-3H-imidazo[4,5-b]pyridin-7-yl)morpholine N(=[N+]=[N-])CC1=NC(=NN1C1=CC(=C2C(=N1)N(C=N2)CCOC)N2CCOCC2)C=2C=C(C=CC2)C